C1(CCC1)C=1SC(=CN1)C1=C(C(=O)OCC)C=C(C=C1F)NC(=O)C1(CC1)C1=C(C=C(C=C1)C(F)(F)F)F Ethyl 2-(2-cyclobutyl-1,3-thiazol-5-yl)-3-fluoro-5-[({1-[2-fluoro-4-(trifluoromethyl) phenyl]cyclopropyl}carbonyl) amino]benzoate